CSC1=NC(=CC(N1)=O)N 2-methylmercapto-6-aminopyrimidine-4(3H)-one